4,4,4-trifluoro-2-(methylamino)butanoic acid FC(CC(C(=O)O)NC)(F)F